CNCC(C)O 1-(methylamino)-2-propanol